C(CC)C#N propan-carbonitrile